BrCCOCCOC1OCCCC1 2-[2-(2-Bromoethoxy)ethoxy]oxane